4-(3,5-dimethoxy-4-{[2-(trifluoromethyl)phenyl]methoxy}phenyl)-2H,4H,5H,6H,1H-pyrazolo[3,4-b]pyridin-6-one COC=1C=C(C=C(C1OCC1=C(C=CC=C1)C(F)(F)F)OC)C1C=2C(=NC(C1)=O)NNC2